F[C-](F)F Trifluoromethanide